1-[4-(2,6-dibenzyloxy-3-pyridyl)phenyl]piperidine-4-carbaldehyde C(C1=CC=CC=C1)OC1=NC(=CC=C1C1=CC=C(C=C1)N1CCC(CC1)C=O)OCC1=CC=CC=C1